C(#N)/C(/C(=O)N)=C\CC(C)C (E)-2-cyano-5-methylhex-2-enamide